[C@H]12CN(C[C@H](CC1)N2)C=2C1=C(N=C(N2)OCC23CCCN3CCC2)C(=C(N=C1)C1=CC=CC2=CC=CC(=C12)C(F)(F)F)F 4-((1R,5S)-3,8-diazabicyclo[3.2.1]octan-3-yl)-8-fluoro-2-((hexahydro-1H-pyrrolizin-7a-yl)methoxy)-7-(8-(trifluoromethyl)naphthalen-1-yl)pyrido[4,3-d]pyrimidine